3-(2,6-difluoro-3,5-dimethoxyphenyl)-1-(2-pyridin-4-ylethyl)-1,3,4,7-tetrahydro-2H-pyrazolo[4',3':5,6]pyrido[4,3-d]pyrimidin-2-one FC1=C(C(=C(C=C1OC)OC)F)N1C(N(C2=C(C1)C=NC1=C2C=NN1)CCC1=CC=NC=C1)=O